8-bromo-2-(ethylthio)-7-methoxy-1,6-naphthyridine BrC=1C(=NC=C2C=CC(=NC12)SCC)OC